CC1(CN(CCN1)C(=O)[O-])C 3,3-dimethylpiperazinecarboxylate